CC1=NC=CC=C1NC1=C(C(=O)O)C=CC(=C1)C(F)(F)F 2-((2-methyl-pyridin-3-yl)-amino)-4-(trifluoromethyl)benzoic acid